FC(C(C(C(COC)(F)F)(F)F)(F)F)F 1,1,2,2,3,3,4,4-octafluoro-5-methoxypentane